COC(=O)C1(CC(=NO1)COCC1=CC(=CC=C1)C#N)CC1=CC=CC=C1.OC1(C(N(C(C1)C(F)(F)F)C)=O)C#C[Si](C)(C)C 3-hydroxy-1-methyl-5-(trifluoromethyl)-3-((trimethylsilyl)ethynyl)pyrrolidin-2-one methyl-5-benzyl-3-(((3-cyanobenzyl)oxy)methyl)-4,5-dihydroisoxazole-5-carboxylate